BrC1=CC(=NC(=C1)C)NC(C)=O N-(4-bromo-6-methyl-2-pyridyl)acetamide